(3S)-3-amino-4-(2-chloro-4-{[(furan-2-yl)methyl]amino}-7-methylthieno[3,2-d]pyrimidin-6-yl)butan-1-ol N[C@@H](CCO)CC1=C(C=2N=C(N=C(C2S1)NCC=1OC=CC1)Cl)C